2-((3R,5S)-3-amino-5-methylpiperidin-1-yl)-5-chloro-6-((3-(3-hydroxy-3-methylbutyl)-1-methyl-2-oxo-2,3-dihydro-1H-benzo[d]imidazol-5-yl)amino)nicotinonitril N[C@H]1CN(C[C@H](C1)C)C1=C(C#N)C=C(C(=N1)NC1=CC2=C(N(C(N2CCC(C)(C)O)=O)C)C=C1)Cl